3-[3-Hydroxy-4-[(E)-3-(3-hydroxy-4-methoxyphenyl)prop-2-enoyl]phenoxy]propane-1-sulfonic acid OC=1C=C(OCCCS(=O)(=O)O)C=CC1C(\C=C\C1=CC(=C(C=C1)OC)O)=O